C(=O)(C(=O)O)OB(OC(=O)C(=O)O)[O-] Bisoxaloborate